1-(2-chloro-6-fluorophenyl)-4-((4-(5-methyl-1H-pyrazol-1-yl)phenyl)amino)-1H-pyrazole-3-carboxamide ClC1=C(C(=CC=C1)F)N1N=C(C(=C1)NC1=CC=C(C=C1)N1N=CC=C1C)C(=O)N